6-((2S)-2-amino-3-(2,2-difluoro-cyclopropyl)propyl)-7-bromo-N-(pyridin-4-ylmethyl)thieno[3,2-d][1,2,3]triazin-4-amine N[C@H](CC1=C(C=2N=NN=C(C2S1)NCC1=CC=NC=C1)Br)CC1C(C1)(F)F